(S)-3-((R)-2-acrylamido-3-(3-chloro-4-methoxyphenyl)propionamido)-2,2-dimethylbutyric acid methyl ester COC(C([C@H](C)NC([C@@H](CC1=CC(=C(C=C1)OC)Cl)NC(C=C)=O)=O)(C)C)=O